O=C1NC(CCC1N1C(C2=CC=C(C=C2C1=O)N1CCN(CC1)CCCCCOC1=CC=C(C=C1)[C@H]1[C@H](CCC2=CC(=CC=C12)O)C1=CC=CC=C1)=O)=O 2-(2,6-dioxopiperidin-3-yl)-5-(4-(5-(4-((1R,2S)-6-hydroxy-2-phenyl-1,2,3,4-tetrahydronaphthalen-1-yl)phenoxy)pentyl)piperazin-1-yl)isoindoline-1,3-dione